N-(5-(4,4-difluoropiperidin-1-yl)-1,3,4-thiadiazol-2-yl)-4-((2-hydroxyethyl)sulfonylamino)-2-(6-azaspiro[2.5]oct-6-yl)benzamide FC1(CCN(CC1)C1=NN=C(S1)NC(C1=C(C=C(C=C1)NS(=O)(=O)CCO)N1CCC2(CC2)CC1)=O)F